OC1(C(=CCCC1(C)C)C)C=CC(C)O 4-hydroxy-4-(3-hydroxy-1-butenyl)-3,5,5-trimethyl-2-cyclohexene